1-(4-isopropylbenzyl)piperazine hydrochloride Cl.C(C)(C)C1=CC=C(CN2CCNCC2)C=C1